[Si](C1=CC=CC=C1)(C1=CC=CC=C1)(C(C)(C)C)OC[C@@H]1CCC2=CCCN12 (3s,7as)-3-(((tert-butyldiphenylsilyl)oxy)methyl)tetrahydro-1H-pyrrolizin